[SiH3]N([SiH3])[SiH3] trisilyl-nitrogen